C(#N)C=1C=C(C=CC1OC)NC(=O)C1CCC(CC1)N1C(C2=CC=CC(=C2C1)C)=O (1s,4s)-N-(3-Cyano-4-methoxyphenyl)-4-(4-methyl-1-oxoisoindolin-2-yl)cyclohexanecarboxamide